ClC=1C=C(C=CC1F)C=1N=CN(C1C=1C=CC=2N(C1)C=CN2)[C@@H]2CC(CC2)(F)F (S)-6-(4-(3-chloro-4-fluorophenyl)-1-(3,3-difluorocyclopentyl)-1H-imidazol-5-yl)imidazo[1,2-a]pyridine